5-[(3-{8-bromo-3-[(trifluoromethyl)sulfanyl]imidazo[1,2-a]pyridin-2-yl}prop-2-yn-1-yl)amino]-6-methoxy-N-methylpyridine-2-carboxamide BrC=1C=2N(C=CC1)C(=C(N2)C#CCNC=2C=CC(=NC2OC)C(=O)NC)SC(F)(F)F